N1=NN=C2C1=CC=C(N2)C(=O)[O-] triazolopyridinecarboxylate